ClC1=NC=C(C(=C1)C1=C(C=NC(=C1)C)C(=O)NC=1SC(=NN1)OCC1C(C1)(F)F)OC 2'-chloro-N-(5-((2,2-difluorocyclopropyl)methoxy)-1,3,4-thiadiazol-2-yl)-5'-methoxy-6-methyl-(4,4'-bipyridine)-3-carboxamide